(4'-hydroxy-[1,1'-biphenyl]-3-yl)boronic acid OC1=CC=C(C=C1)C1=CC(=CC=C1)B(O)O